amino-4-(3-amino-7-(3,3-dimethylbut-1-yn-1-yl)-1H-indazol-5-yl)nicotinonitrile NC1=C(C#N)C(=CC=N1)C=1C=C2C(=NNC2=C(C1)C#CC(C)(C)C)N